1-(4-(3,4-dichlorophenyl)-5-(isopropylsulfanyl)thiazol-2-yl)-4-(2-methoxy-6-methylpyridin-4-yl)-3-methyl-1H-pyrazole-5-carboxylic acid ClC=1C=C(C=CC1Cl)C=1N=C(SC1SC(C)C)N1N=C(C(=C1C(=O)O)C1=CC(=NC(=C1)C)OC)C